tert-Butyl (E)-3-((3-butyl-2-(4-methoxybenzyl)-7-(methylthio)-1,1-dioxido-5-phenyl-2,3,4,5-tetrahydro-1,2,5-benzothiadiazepin-8-yl)oxy)acrylate C(CCC)C1N(S(C2=C(N(C1)C1=CC=CC=C1)C=C(C(=C2)O/C=C/C(=O)OC(C)(C)C)SC)(=O)=O)CC2=CC=C(C=C2)OC